NC12CC(C1)(C2)NC(C2=C(C=C(C=C2)NC=2C=1N(C=CN2)C(=CN1)C=1C(=NN(C1)CC#N)C(F)(F)F)Cl)=O N-(3-amino-1-bicyclo[1.1.1]pentanyl)-2-chloro-4-[[3-[1-(cyanomethyl)-3-(trifluoromethyl)pyrazol-4-yl]imidazo[1,2-a]pyrazin-8-yl]amino]benzamide